P(=O)(OC)(OC1OC(C(C1)O)N1C2=NC=NC(=C2N=C1)N)[O-] methyl (5-(6-amino-9H-purin-9-yl)-4-hydroxytetrahydrofuran-2-yl) phosphate